Cl.FC(CN1CC(CC1)SC=1NC2=CC=CC=C2CN1)F 2-((1-(2,2-difluoroethyl)pyrrolidin-3-yl)thio)-1,4-dihydroquinazoline hydrochloride